2-(3-acetyl-5-(methylsulfonylamino)-1H-indol-1-yl)-N-(2-((3-chloro-2-fluorophenylmethyl)amino)-2-oxoethyl)-N-cyclopropylacetamide C(C)(=O)C1=CN(C2=CC=C(C=C12)NS(=O)(=O)C)CC(=O)N(C1CC1)CC(=O)NCC1=C(C(=CC=C1)Cl)F